C(C=C)C1[C@H](C[C@H](N1C(=O)OC(C)(C)C)C(=O)OC)C 1-(tert-butyl) 2-methyl (2S,4S)-5-allyl-4-methylpyrrolidine-1,2-dicarboxylate